FC(C(=O)[O-])(F)F.ClC1=CC=C(C(=O)NC2N(C(N(S2)CC2=CC=C(C=C2)Cl)=O)COC(C[NH3+])=O)C=C1 2-{[5-(4-chlorobenzamido)-2-[(4-chlorophenyl)methyl]-3-oxo-1,2,4-thiadiazolidin-4-yl]methoxy}-2-oxoethan-1-aminium Trifluoroacetate